C(CCCCC)C1=NN=NN1CCC[Si](OCC)(OCC)OCC 5-hexyl-1-[3-(triethoxysilyl)propyl]-1H-tetrazole